C(CCC\C=C/C\C=C/C\C=C/C\C=C/CCCCC)(=O)OC(C(O)(C(O)([2H])[2H])[2H])([2H])[2H] 1-Arachidonoyl-Glycerol-d5